trans-2-Chloro-5-(2,2-dichloro-3-(3,5-dichlorophenyl)cyclopropane-1-carboxamido)-N-(6-fluorobenzo[d]thiazol-2-yl)benzamide ClC1=C(C(=O)NC=2SC3=C(N2)C=CC(=C3)F)C=C(C=C1)NC(=O)[C@@H]1C([C@H]1C1=CC(=CC(=C1)Cl)Cl)(Cl)Cl